C(C)(C)(C)OC(=O)N1C[C@H](N(CC1)C(C)=O)C1=CC(=CC(=C1)B1OC(C(O1)(C)C)(C)C)Cl.C(CCCCCCCCCCC)C1=NOC(=C1)C dodecyl-5-methylisoxazole tert-butyl-(R)-4-acetyl-3-(3-chloro-5-(4,4,5,5-tetramethyl-1,3,2-dioxaborolan-2-yl)phenyl)piperazine-1-carboxylate